2-(4-chlorobenzoyl)-3-fluoro-5-(tetrahydro-2H-pyran-4-carbonyl)benzoic acid ClC1=CC=C(C(=O)C2=C(C(=O)O)C=C(C=C2F)C(=O)C2CCOCC2)C=C1